CC=1N=CSC1C1=CC=C(C=C1)CCN1[C@@H](CCC1)C(=O)N (S)-1-(4-(4-methylthiazol-5-yl)phenylethyl)pyrrolidine-2-carboxamide